N-{3-cyclopropylbicyclo[1.1.1]pentan-1-yl}acetamide C1(CC1)C12CC(C1)(C2)NC(C)=O